FC(C=1C=C(OC2=C3CC(C(C3=C(C=C2)I)=O)(F)F)C=C(C1)F)F 4-[3-(difluoromethyl)-5-fluoro-phenoxy]-2,2-difluoro-7-iodo-indan-1-one